1-(1-(3-bromo-5-fluorophenyl)ethyl)-4-(3-((1r,4r)-4-hydroxycyclohexyl)-1-(tetrahydro-2H-pyran-2-yl)-1H-indazol-5-yl)pyridin-2(1H)-one BrC=1C=C(C=C(C1)F)C(C)N1C(C=C(C=C1)C=1C=C2C(=NN(C2=CC1)C1OCCCC1)C1CCC(CC1)O)=O